O[C@@]1(C[C@H]2[C@@]([C@H]3CC[C@]4([C@H]([C@@H]3CC2)CC[C@@H]4C(CN4N=CC(=C4)C#N)=O)C)(CCC1)C)C 1-(2-((1S,3aS,3bR,5aS,7S,10aS,10bS,12aS)-7-hydroxy-7,10a,12a-trimethyloctadecahydrocyclohepta[a]cyclopenta[f]naphthalen-1-yl)-2-oxoethyl)-1H-pyrazole-4-carbonitrile